CN1C(N(C(C=2N3C(=NC12)S(CCC3)(=O)=O)=O)C)=O 1,3-dimethyl-7,8-dihydro-6H-[1,3]thiazino[2,3-f]purine-2,4(1H,3H)-dione 9,9-dioxide